C(C)C1=C(C=CC(=C1)O)N=C(N)C1=C(C=2N(N=C1)C=C(C2)C2=CC=CC=C2)N[C@H]2[C@@H](CCCC2)C(F)(F)F N'-(2-ethyl-4-hydroxyphenyl)-6-phenyl-4-((trans-2-(trifluoromethyl)cyclohexyl)amino)pyrrolo-[1,2-b]pyridazine-3-carboximidamide